CN(C=1C=C(OCCOCC=2N=C(SC2)NCC2=CC(=CC=C2)OC)C=CC1)C 4-((2-(3-(dimethylamino)phenoxy)ethoxy)methyl)-N-(3-methoxybenzyl)thiazol-2-amine